COC(=O)[C@H]1NCCCC1 (S)-methylpiperidine-2-carboxylate